[Cl-].C(C=C)N1C=[N+](C=C1)C 1-allyl-3-methylimidazolium chloride